(2S)-N-[[1-(benzenesulfonyl)pyrrolo[3,2-c]pyridin-2-yl]methyl]-1-[2-(phenoxathiine-3-carbonylamino)acetyl]pyrrolidine-2-carboxamide C1(=CC=CC=C1)S(=O)(=O)N1C(=CC=2C=NC=CC21)CNC(=O)[C@H]2N(CCC2)C(CNC(=O)C=2C=CC=1SC3=CC=CC=C3OC1C2)=O